(6R)-2-Fluoro-6-methyl-6,9,10,11,11a,12-hexahydroindolo[3,2-b]quinolizin-8(5H)-one FC=1C=C2C(=CC1)NC1=C2CC2CCCC(N2[C@@H]1C)=O